1-(3-(5-(pyrrolidin-1-ylmethyl)thiophen-2-yl)phenyl)ethanamine N1(CCCC1)CC1=CC=C(S1)C=1C=C(C=CC1)C(C)N